γ-Boc-amino-2-propanol C(=O)(OC(C)(C)C)CC(CN)O